COC=1C=C(CN(C2=CC(=NC=C2)CN2C(CNC(C2)=O)=O)CC2=CC(=CC=C2)OC)C=CC1 1-((4-(bis(3-methoxybenzyl)amino)pyridin-2-yl)methyl)piperazine-2,5-dione